C(C)(=O)C=1NC(C=2SC(=C3OCCCC1C32)C=3C=NN(C3)C(C3=CC=CC=C3)(C3=CC=CC=C3)C3=CC=CC=C3)=O 7-acetyl-2-(1-tritylpyrazol-4-yl)-12-oxa-3-thia-6-azatricyclo[6.4.1.04,13]trideca-1,4(13),7-trien-5-one